5-(4-(tert-butyl)phenyl)-1-isopropyl-3,3,7-trimethyloctahydrobenzo[c]isoxazole C(C)(C)(C)C1=CC=C(C=C1)C1CC2C(N(OC2(C)C)C(C)C)C(C1)C